C(#N)/C(/C(=O)NC1=CC=C(C=C1)OC1=CC(=CC=C1)C(F)(F)F)=C(\C=1C=NOC1C)/O (Z)-2-cyano-3-hydroxy-3-(5-methylisoxazol-4-yl)-N-(4-(3-(trifluoromethyl)phenoxy)phenyl)acrylamide